ClC1=CC(=C(C2=C(C=3C=NNC3C=C21)O)CC)F 8-chloro-5-ethyl-6-fluoro-1H-benzo[f]indazol-4-ol